FC1=C(C=CC=C1)C=1C=C2CN(CC2=CC1)C(CN1N=C(N=C1)C#N)=O 1-(2-(5-(2-fluorophenyl)isoindolin-2-yl)-2-oxoethyl)-1H-1,2,4-triazole-3-carbonitrile